1,4-dimethylperhydrofluorene CC1CCC(C2C3CCCCC3CC12)C